1-(4-(benzyloxy)-3,6-dihydroxy-2-methoxyphenyl)ethan-1-one C(C1=CC=CC=C1)OC1=C(C(=C(C(=C1)O)C(C)=O)OC)O